C(C)(C)(C)C=1C=CC(=C(C1)NC=1C(=CC=CC1)NC1=CC(=CC=C1)C1=NC=CC2=CC(=CC=C12)C(C)C)OC N2-(5-tert-butyl-2-methoxy-phenyl)-N1-[3-(6-isopropyl-1-isoquinolyl)phenyl]benzene-1,2-diamine